C1(CC1)C1=NC(=NO1)C=1C=C(C(=NC1)C1=NC2=C(N=[N+](C(=C2)C(C(F)(F)F)(F)F)[O-])N1C)S(=O)(=O)CC 6-[5-(5-cyclopropyl-1,2,4-oxadiazol-3-yl)-3-(ethanesulfonyl)pyridin-2-yl]-7-methyl-3-(1,1,2,2,2-pentafluoroethyl)-7H-imidazo[4,5-c]pyridazin-2-ium-2-olate